6-((3-(5-(3,5-Difluorophenyl)-4,5-dihydro-1H-pyrazole-1-carbonyl)bicyclo[1.1.1]pentan-1-yl)methoxy)pyrimidine-4-carboxamide FC=1C=C(C=C(C1)F)C1CC=NN1C(=O)C12CC(C1)(C2)COC2=CC(=NC=N2)C(=O)N